4-amino-N'-(cyclopropanecarbonyl)-N-((5-(difluoromethyl)pyridin-2-yl)methyl)-N',1-dimethyl-1H-pyrazolo[4,3-c]quinoline-8-carbohydrazide NC1=NC=2C=CC(=CC2C2=C1C=NN2C)C(=O)N(N(C)C(=O)C2CC2)CC2=NC=C(C=C2)C(F)F